O1CCOC12CC=C(CC2)B2OC(C)(C)C(C)(C)O2 1,4-dioxa-spiro[4.5]deca-7-en-8-boronic acid pinacol ester